Methyl ((1r,4r)-4-(((t-Butoxycarbonyl)amino)methyl)cyclohexyl)methanesulfonate C(C)(C)(C)OC(=O)NCC1CCC(CC1)CS(=O)(=O)OC